5-(4-chlorophenyl)-6-methoxy-6-oxo-1-phenylhexane-3-yl benzoate C(C1=CC=CC=C1)(=O)OC(CCC1=CC=CC=C1)CC(C(=O)OC)C1=CC=C(C=C1)Cl